C(=CC)CCOCCCCCCCCCC 2-propenyl-1-decyloxyethane